3-((3-methyl-1-(pyridin-2-yl)-1H-pyrazole-5-carboxamiDo)methyl)-4,5-dihydroisoxazole-5-carboxamide CC1=NN(C(=C1)C(=O)NCC1=NOC(C1)C(=O)N)C1=NC=CC=C1